C12CN(CC(N1)C2)C=2OC1=C(N2)C(=C(C=C1C=1SC=CN1)CC)OC(F)(F)F 1-(2-(3,6-diazabicyclo[3.1.1]heptan-3-yl)-7-(thiazol-2-yl)-4-(trifluoromethoxy)benzo[d]oxazol-5-yl)ethan